[OH-].C(C)[N+]1(C(CCCC1C)C)CC N,N-diethyl-2,6-dimethylpiperidinium hydroxide